CC([O-])C.[Bi+3].CC([O-])C.CC([O-])C Bismuth Isopropoxide